[N+](=O)([O-])[O-].[Al+3].[Al](I)(I)I.[N+](=O)([O-])[O-].[N+](=O)([O-])[O-] aluminum iodide aluminum nitrate